ClC=1C2=CN(N=C2C=CC1SC=1C=2N(C(=NC1)N1CCC3(CCN(CC3NC(OC(C)(C)C)=O)S(=O)(=O)C)CC1)C=CN2)C tert-butyl (9-(8-((4-chloro-2-methyl-2H-indazol-5-yl)thio)imidazo[1,2-c]pyrimidin-5-yl)-3-(methylsulfonyl)-3,9-diazaspiro[5.5]undec-1-yl)carbamate